ClC=1C=C2C(=NC(=NC2=C(C1C=1C(=CC=C2C=NN(C12)C)C)F)OC[C@@H]1CN(CCO1)C)N1C[C@H](N(C[C@@H]1C)C(C=C)=O)C 1-((2R,5S)-4-(6-chloro-7-(1,6-dimethyl-1H-indazol-7-yl)-8-fluoro-2-(((S)-4-methylmorpholin-2-yl)methoxy)quinazolin-4-yl)-2,5-dimethylpiperazin-1-yl)prop-2-en-1-one